C1(CCCCC1)C1N(S(C2=C(N(C1)C1=CC=CC=C1)C=C(C(=C2)C2=CC(=C(S2)C(=O)O)F)OC2CC(C2)(C)C)(=O)=O)C 5-(3-cyclohexyl-7-(3,3-dimethylcyclobutoxy)-2-methyl-1,1-dioxido-5-phenyl-2,3,4,5-tetrahydrobenzo[1,2,5]thiadiazepin-8-yl)-3-fluorothiophene-2-carboxylic acid